2'-hydroxy-acetophenone OC1=C(C=CC=C1)C(C)=O